O1COC2=C1C=CC(=C2)CCN 2-(benzo[d][1,3]dioxolane-5-yl)ethane-1-amine